O[C@H](CCC1=C(C(=CC=C1OC)OC)OC)C=1C=C(OCC(=O)OC(C)(C)C)C=CC1 tert-butyl (R)-2-(3-(1-hydroxy-3-(2,3,6-trimethoxyphenyl)propyl)phenoxy)acetate